5-[7-[[6-[3-(dimethylamino)azetidin-1-yl]pyridazin-3-yl]amino]-3-methylimidazo[4,5-b]pyridin-5-yl]oxy-4-methylpyridine-2-carbonitrile CN(C1CN(C1)C1=CC=C(N=N1)NC1=C2C(=NC(=C1)OC=1C(=CC(=NC1)C#N)C)N(C=N2)C)C